BrC=1N=C(C=2N(C1)C=CN2)N(C2=CC=C(C=C2)N2CCN(CC2)C(=O)OCC2=CC=CC=C2)C(=O)OC(C)(C)C benzyl 4-[4-[(6-bromoimidazo[1,2-a]pyrazin-8-yl)-tert-butoxycarbonyl-amino]phenyl]piperazine-1-carboxylate